triisopropyloxytitanium triisostearate C(CCCCCCCCCCCCCCC(C)C)(=O)[O-].C(CCCCCCCCCCCCCCC(C)C)(=O)[O-].C(CCCCCCCCCCCCCCC(C)C)(=O)[O-].C(C)(C)O[Ti+3](OC(C)C)OC(C)C